C(CCCCCCC)C(C(=O)OCCCCCCCOC(=O)[C@H]1NCC(C1)O)CCCCCCCC.[Cl-].[NH2+]1CCCCC1 piperidin-1-ium chlorid 7-(2-octyldecanoyloxy)heptyl-(2S)-4-hydroxypyrrolidine-2-carboxylate